NCC(=O)O.NCC(=O)O.[Mo] molybdenum bisglycine